(4-((2-cyclopropyl-6-methyl-7-phenyl-1H-imidazo[4,5-c]pyridin-1-yl)methyl)-3,5-difluorophenyl)(imino)(methyl)-λ6-sulfanone C1(CC1)C=1N(C2=C(C=NC(=C2C2=CC=CC=C2)C)N1)CC1=C(C=C(C=C1F)S(=O)(C)=N)F